N-(Cyclopropylmethyl)-N-[3-(1,3-dioxolan-2-yl)-5-methoxyphenyl]-3-(1-methylpyrazol-4-yl)quinoxalin-6-amine C1(CC1)CN(C=1C=C2N=C(C=NC2=CC1)C=1C=NN(C1)C)C1=CC(=CC(=C1)OC)C1OCCO1